peroxypivalic acid tert-butyl ester C(C)(C)(C)OOC(C(C)(C)C)=O